n-Decanol CCCCCCCCCCO